2-methylpropan-2-yl{[(7R)-5-(5-nitro-1H-indazol-4-yl)-5-azaspiro[2.4]heptan-7-yl]amino}methanoate CC(C)(C)OC(=O)N[C@H]1CN(CC12CC2)C2=C1C=NNC1=CC=C2[N+](=O)[O-]